(1R,2S)-2-((6-chloro-5-methylpyridin-3-yl)amino)cyclohexane-1-ol ClC1=C(C=C(C=N1)N[C@@H]1[C@@H](CCCC1)O)C